N1CCC(CC1)CSC1=CC=NC2=CC(=CC=C12)C1=CC=C(C=C1)C 4-((piperidin-4-ylmethyl)thio)-7-(p-tolyl)quinoline